C(#N)C=1C=C(C=C(C1)F)[C@H]1N(OCC1)C(=O)[C@@H]1CC[C@H](CC1)CN1N=CC2=NC=C(C=C21)C(=O)N trans-1-((4-((S)-3-(3-cyano-5-fluorophenyl)isoxazolidine-2-carbonyl)cyclohexyl)methyl)-1H-pyrazolo[4,3-b]pyridine-6-carboxamide